NC=1N=C(C=C2C=C(N=CC12)NC(=O)[C@@H]1[C@H](C1)C=1C=NSC1)C=1C=NC=CC1CCO (1S,2S)-N-(8-amino-6-(4-(2-hydroxyethyl)pyridin-3-yl)-2,7-naphthyridin-3-Yl)-2-(isothiazol-4-yl)cyclopropanecarboxamide